ClC1=C(C=CC=C1F)C1=CC2=C(O[C@H](CN2S(=O)(=O)C2=CC(=CC=C2)C(F)(F)F)CNC(=O)C2(CC2)CO)C=C1 (S)-N-((6-(2-chloro-3-fluorophenyl)-4-((3-(trifluoromethyl)-phenyl)sulfonyl)-3,4-dihydro-2H-benzo[b][1,4]oxazin-2-yl)methyl)-1-(hydroxymethyl)-cyclopropane-1-carboxamide